((1s,3s)-1-methyl-3-((5-(pyrazolo[1,5-a]pyrimidin-5-yl)-7H-pyrrolo[2,3-d]pyrimidin-2-yl)amino)cyclobutyl)(pyrrolidin-1-yl)methanone CC1(CC(C1)NC=1N=CC2=C(N1)NC=C2C2=NC=1N(C=C2)N=CC1)C(=O)N1CCCC1